N-(2-(1-(2-isopropylphenyl)-3-methyl-4,5-dihydro-2H-benzo[e]isoindol-2-yl)phenyl)acetamide C(C)(C)C1=C(C=CC=C1)C=1N(C(=C2CCC3=C(C12)C=CC=C3)C)C3=C(C=CC=C3)NC(C)=O